1,3-diazanaphthalene N1=CN=CC2=CC=CC=C12